NC=1C=C(C=CC1C1=C(C=NN1C1OCCCC1)C#N)CN(C(=O)C=1C=NC(=CC1)C(F)(F)F)C=1C(=NC=CC1)S(=O)(=O)C N-({3-amino-4-[4-cyano-1-(oxan-2-yl)-1H-pyrazol-5-yl]phenyl}methyl)-N-(2-methanesulfonylpyridin-3-yl)-6-(trifluoromethyl)pyridine-3-carboxamide